(3S)-3-Methoxy-1-pyrrolidinesulfonyl chloride CO[C@@H]1CN(CC1)S(=O)(=O)Cl